3-{3-methyl-4-[3-(methylamino)piperidin-1-yl]-2-oxo-1,3-benzodiazol-1-yl}piperidine-2,6-dione CN1C(N(C2=C1C(=CC=C2)N2CC(CCC2)NC)C2C(NC(CC2)=O)=O)=O